bicyclo[5.4.0]-7-undecene tetraphenyl-borate C1(=CC=CC=C1)[B-](C1=CC=CC=C1)(C1=CC=CC=C1)C1=CC=CC=C1.C12CCCCCC2=CCCC1